CC=1N=C(C2=C(N1)OC=C2C(=O)NCC=2N=NN(N2)C)NC2(CC2)C methyl-N-[(2-methyl-2H-1,2,3,4-tetrazol-5-yl)methyl]-4-[(1-methylcyclopropyl)amino]furo[2,3-d]pyrimidine-5-carboxamide